N([C@@](C(C(C(N(C(N)=N)[2H])([2H])[2H])([2H])[2H])([2H])[2H])(C(=O)O)[2H])([2H])[2H] Arginine-d10